C1=NC(=CC2=CC=CC=C12)C(=O)N (4as,8as)-isoquinoline-3(S)-carboxamide